4-chloro-5-(thiophene-2-yl)-1H-pyrrolo[2,3-b]Pyridine ClC1=C2C(=NC=C1C=1SC=CC1)NC=C2